CO[C@@H]1C[C@@H](N(C1)C(=O)OCC1=CC=CC=C1)C(N(C1=CC=C(C=C1)S(F)(F)(F)(F)F)C(C(=O)NC=1C=NC(=CC1)OC)C=1C=NC=CC1)=O benzyl (2R,4R)-4-methoxy-2-[[2-[(6-methoxy-3-pyridyl)amino]-2-oxo-1-(3-pyridyl)ethyl]-[4-(pentafluoro-λ6-sulfanyl)phenyl]carbamoyl]pyrrolidine-1-carboxylate